3-[(Z)-2-{2-[(cyclopropylmethyl)amino]pyrimidin-5-yl}-2-fluorovinyl]-4-fluoro-N-[(1S,2S)-2-hydroxycyclohexyl]benzamide C1(CC1)CNC1=NC=C(C=N1)/C(=C/C=1C=C(C(=O)N[C@@H]2[C@H](CCCC2)O)C=CC1F)/F